1,4,5,6-tetrahydro-3-cyclopentapyrazolecarbonitrile N1N=C(C2=C1CCC2)C#N